C1(CC1)C=1C=CC(=C(C1)C1=NN(C=C1NC(=O)C=1C=NN2C1N=CC=C2)COCC[Si](C)(C)C)OC(F)F N-[3-[5-cyclopropyl-2-(difluoromethoxy)phenyl]-1-[[2-(trimethylsilyl)ethoxy]methyl]-1H-pyrazol-4-yl]pyrazolo[1,5-a]pyrimidine-3-carboxamide